O=C1NC(CCC1C1=NN(C2=CC(=CC=C12)N1CCC(CC1)CC(=O)OC(C)(C)C)C)=O tert-butyl 2-[1-[3-(2,6-dioxo-3-piperidyl)-1-methyl-indazol-6-yl]-4-piperidyl]acetate